4-(5-chloro-[1,1':4',1''-terphenyl]-3-yl)dibenzo[b,d]thiophene ClC=1C=C(C=C(C1)C1=CC=C(C=C1)C1=CC=CC=C1)C1=CC=CC2=C1SC1=C2C=CC=C1